(S)-N-(1-(3-acetamidophenyl)-4-amino-4-oxobutyl)-5-(4-(trifluoromethyl)phenyl)-3,4-dihydroisoquinoline-2(1H)-carboxamide C(C)(=O)NC=1C=C(C=CC1)[C@H](CCC(=O)N)NC(=O)N1CC2=CC=CC(=C2CC1)C1=CC=C(C=C1)C(F)(F)F